HEPTEN-3-ON C=CC(CCCC)=O